4'-ethynyl-guanosine triphosphate P(O)(=O)(OP(=O)(O)OP(=O)(O)O)OC[C@@]1([C@H]([C@H]([C@@H](O1)N1C=NC=2C(=O)NC(N)=NC12)O)O)C#C